5-fluoro-2-hydroxybenzene FC=1C=CC(=CC1)O